(4-isopropyl-2-methylphenoxy)benzoic acid methyl ester COC(C1=C(C=CC=C1)OC1=C(C=C(C=C1)C(C)C)C)=O